(9Z,12Z)-N-[4-(2-hexyldecanoylamino)-1-(3-imidazol-1-ylpropylcarbamoyl)butyl]octadeca-9,12-dienamide C(CCCCC)C(C(=O)NCCCC(C(NCCCN1C=NC=C1)=O)NC(CCCCCCC\C=C/C\C=C/CCCCC)=O)CCCCCCCC